2-((tert-butyldimethylsilyl)oxy)-1-(4-(prop-2-yn-1-yl)piperazin-1-yl)ethan-1-one [Si](C)(C)(C(C)(C)C)OCC(=O)N1CCN(CC1)CC#C